N=S(=O)CN1CCC(CC1)OC1=CC=NC2=CC(=CC=C12)OC imino({4-[(7-methoxyquinolin-4-yl)oxy]piperidin-1-yl})methyl-λ6-sulfanone